pentadecane-2,2-diol CC(CCCCCCCCCCCCC)(O)O